tert-butyl N-(2-iodo-6-methyl-5,7-dihydro-4H-benzothiophen-6-yl)-N-methyl-carbamate IC=1SC2=C(C1)CCC(C2)(C)N(C(OC(C)(C)C)=O)C